Cl.C1NCC12N(CCOC2)C(=O)OC(C)(C)C tert-butyl 8-oxa-2,5-diazaspiro[3.5]nonane-5-carboxylate hydrochloride